2-{[(4aS,7aR)-1-(2-cyclobutyl-ethyl)-octa-hydro-1H-cyclopenta[b]pyridin-4a-yl]methoxy}-8-fluoro-4-(1,4-oxazepan-4-yl)pyrido[4,3-d]pyrimidin C1(CCC1)CCN1[C@H]2[C@@](CCC1)(CCC2)COC=2N=C(C1=C(N2)C(=CN=C1)F)N1CCOCCC1